N-(5-cyano-6-(2H-1,2,3-triazol-2-yl)pyridin-3-yl)-1-(pyrrolo[1,2-a]pyrazin-1-yl)-5-(trifluoromethyl)-1H-pyrazole-4-carboxamide C(#N)C=1C=C(C=NC1N1N=CC=N1)NC(=O)C=1C=NN(C1C(F)(F)F)C=1C=2N(C=CN1)C=CC2